CC1=C(C=C(C(=C1CC)OCCCC)CC)O 2-methyl-3,5-diethyl-4-butoxyphenol